C1CC12CCCCC2 spiro[2.5]Octane